O=C1CC(OC1)C(=O)O 4-oxotetrahydrofuran-2-carboxylic acid